C1(=CC=CC=C1)N1N=C2C=CC=CC2=C1C1=CC=CC=C1 2,3-diphenyl-2H-indazole